C(C1=CC=CC=C1)N1CCN(C12COC2)C(=O)C=2C=C(C=CC2)/C=C/C(=O)C2=CC(=C(C(=C2)OC)OC)OC (E)-3-(3-(8-benzyl-2-oxa-5,8-diazaspiro[3.4]octane-5-carbonyl)phenyl)-1-(3,4,5-trimethoxyphenyl)prop-2-en-1-one